COCCOC(C(F)F)(F)F 1-methoxy-2-(1,1,2,2-tetrafluoroethoxy)ethane